(R)-cyclopentyl(6-(2-methyl-2H-pyrazolo[3,4-b]pyridin-5-yl)-1-benzothiophen-2-yl)methanol C1(CCCC1)[C@@H](O)C=1SC2=C(C1)C=CC(=C2)C2=CC=1C(N=C2)=NN(C1)C